3-chloroisoquinoline-6-carboxylic Acid ClC=1N=CC2=CC=C(C=C2C1)C(=O)O